N1C=NC2=C1C=CC(=C2)OB(O)O (1H-benzoimidazole-5-yl)boric acid